(R)-6,7-dichloro-3-methyl-2-(1-(pyridin-3-ylmethyl)piperidin-3-yl)quinazolin-4(3H)-one ClC=1C=C2C(N(C(=NC2=CC1Cl)[C@H]1CN(CCC1)CC=1C=NC=CC1)C)=O